(R)-2-(4-(5-chloro-6-(2-chloro-3-(6-methoxy-5-((((5-oxopyrrolidin-2-yl)methyl)amino)methyl)pyridin-2-yl)phenyl)pyrimidin-4-yl)-2-methoxybenzyl)-2,6-diazaspiro[3.4]octan-7-one ClC=1C(=NC=NC1C1=C(C(=CC=C1)C1=NC(=C(C=C1)CNC[C@@H]1NC(CC1)=O)OC)Cl)C1=CC(=C(CN2CC3(C2)CNC(C3)=O)C=C1)OC